6-((1-(tert-butyl)-3-((1S,3R)-3-hydroxycyclopentyl)-1H-pyrazol-5-yl)amino)thiochromane 1,1-dioxide C(C)(C)(C)N1N=C(C=C1NC=1C=C2CCCS(C2=CC1)(=O)=O)[C@@H]1C[C@@H](CC1)O